2-cyclopropyl-N-(4-(cyclopropylsulfonyl)but-3-en-2-yl)-4-phenoxypyrimidine-5-carboxamide C1(CC1)C1=NC=C(C(=N1)OC1=CC=CC=C1)C(=O)NC(C)C=CS(=O)(=O)C1CC1